6-methoxy-1,2,3,4-tetrahydro-isoquinoline hydrochloride Cl.COC=1C=C2CCNCC2=CC1